FC=1C=C(C=C(C1)F)C(C#N)=C1CCN(CC1)C(=O)N1CC=2N(CC1)C=NC2 2-(3,5-difluorophenyl)-2-(1-(5,6,7,8-tetrahydroimidazo[1,5-a]pyrazine-7-carbonyl)piperidin-4-ylidene)acetonitrile